3-(1-oxo-5-{6-[4-(trifluoromethyl)phenyl]-2-azaspiro[3.3]hept-5-ene-2-carbonyl}-3H-isoindol-2-yl)piperidine-2,6-dione O=C1N(CC2=CC(=CC=C12)C(=O)N1CC2(C1)C=C(C2)C2=CC=C(C=C2)C(F)(F)F)C2C(NC(CC2)=O)=O